C(C1=CC=CC=C1)OCC=1OC2=C(N1)C=CC=1CCC(C12)CCCC(=O)N 2-{2-[(benzyloxy)methyl]-7,8-dihydro-6H-indeno[5,4-d][1,3]oxazol-8-yl}ethyl-acetamide